C(CCC)OCCOCCOP(OCCOCCOCCCC)OCCOCCOCCCC.COC1=CC=C(C2=CC=CC=C12)C1=CC(=CC=C1)S(=O)(=O)C 1-Methoxy-4-(3-(methylsulfonyl)phenyl)naphthalene tris[2-(2-butoxyethoxy)ethyl]phosphite